C(CCCCCCCCCCC)NC(CC1=C2C=CC=NC2=CC=C1)=O N-dodecyl-2-(quinolin-5-yl)acetamide